C(C1=CC=CC=C1)(=O)C1=CC=C(C=C1)SC1=C(C=CC=C1)C1(CC=C(C=C1)S(=O)(=O)C(C=O)(C)C)C 4-[(4-benzoylphenylsulfanyl)phenyl]-2-methyl-2-(4-methylbenzenesulfonyl)propan-1-one